C1(CC1)CN1CC2=C(CC1)C(=NN2)C(=O)N2CCC(CC2)C2=C(C(=CC(=C2)F)F)C(F)(F)F (6-(cyclopropylmethyl)-4,5,6,7-tetrahydro-1H-pyrazolo[3,4-c]pyridin-3-yl)(4-(3,5-difluoro-2-(trifluoromethyl)phenyl)piperidin-1-yl)methanone